tert-butylcyclopentadienyl-manganese C(C)(C)(C)[Mn]C1C=CC=C1